2-chloro-3-ethyl-5-(4,4,5,5-tetramethyl-1,3,2-dioxaborolan-2-yl)-1H-pyrrolopyrrole ClC1=C(C2=C(C=C(N2)B2OC(C(O2)(C)C)(C)C)N1)CC